bi-naphthalene C1(=CC=CC2=CC=CC=C12)C1=CC=CC2=CC=CC=C12